OC1=C(C2=CC=CC=C2C=C1)CN1C(=NC2=C1C=CC=C2)O 1-((2-hydroxynaphthalen-1-yl)methyl)-1H-benzo[d]imidazol-2-ol